C1(CC1)NNC(=O)C1=NC=CC(=C1)NC(=O)[C@@H]1O[C@]([C@H]([C@H]1C1=C(C(=C(C=C1)F)F)OC)C)(C(F)(F)F)C (2R,3S,4S,5R)-N-(2-(2-Cyclopropylhydrazine-1-carbonyl)pyridin-4-yl)-3-(3,4-difluoro-2-methoxyphenyl)-4,5-dimethyl-5-(trifluoromethyl)tetrahydrofuran-2-carboxamide